3-(5-(((1R,2S)-2-(((3,5-difluoropyridin-2-yl)methyl)amino)cyclohexyl)methyl)-1-oxoisoindolin-2-yl)piperidine-2,6-dione FC=1C(=NC=C(C1)F)CN[C@@H]1[C@H](CCCC1)CC=1C=C2CN(C(C2=CC1)=O)C1C(NC(CC1)=O)=O